C(#N)C=1C=C(C=NC1)C(=O)NC1=CC2=CN(N=C2C=C1OC)C1CCC(CC1)C=O 5-Cyano-N-[2-(4-formylcyclohexyl)-6-methoxy-indazol-5-yl]pyridine-3-carboxamide